CN1CCC2(CC1)OC1=C(C2)C=C(C=C1)CNC1CCC1 N-((1'-methyl-3H-spiro[benzofuran-2,4'-piperidin]-5-yl)methyl)cyclobutanamine